benzyl 4-(2-cyano-7-(1-((2-(trimethylsilyl)ethoxy)methyl)-1H-indazol-4-yl)-5,6,7,8-tetrahydroimidazo[1,2-a]pyrazin-3-yl)piperazine-1-carboxylate C(#N)C=1N=C2N(CCN(C2)C2=C3C=NN(C3=CC=C2)COCC[Si](C)(C)C)C1N1CCN(CC1)C(=O)OCC1=CC=CC=C1